C(CCCCCCCCCCCCCCC)S 1-HexadecaneThiol